N-cyclopropyl-4-fluorobenzenamine C1(CC1)NC1=CC=C(C=C1)F